NC1=CC(=C(C=C1O)O)N diaminoresorcin